trans-9-oxo-dec-2-enoic acid O=C(CCCCC/C=C/C(=O)O)C